((R)-(4-chlorophenyl)-cyclopropyl-methyl)-2-methyl-propane-2-sulfinamide ClC1=CC=C(C=C1)[C@@H](C1CC1)CC(C)(S(=O)N)C